COC(=O)C=1C(=NN(C1C)C1CCCC1)C1=CC=C(C=C1)Br 3-(4-bromophenyl)-1-cyclopentyl-5-methyl-pyrazole-4-carboxylic acid methyl ester